N1=NC2=C3C(C(CCC=C13)=O)=CC=N2 triazabenzo[cd]azulen-6(7H)-one